BrC(C(=O)OCCO)C hydroxyethyl 2-bromopropionate